C(C)C1=NC2=C(NC1=O)SC(=C2)CO 2-ethyl-6-(hydroxymethyl)thieno[2,3-b]pyrazin-3(4H)-one